(2S)-2-[4-bromo-2-(1,2-oxazol-3-yl)phenoxy]-3-methylbutanoic acid BrC1=CC(=C(O[C@H](C(=O)O)C(C)C)C=C1)C1=NOC=C1